ClC=1C=C(C=CC1N1C(N(C=C1)C)=O)C1=C(C(=CC(=C1)F)C1=CN=NC(=C1)N1C[C@@](CC1)(C)O)O (S)-1-(3-chloro-5'-fluoro-2'-hydroxy-3'-(6-(3-hydroxy-3-methylpyrrolidin-1-yl)pyridazin-4-yl)-[1,1'-biphenyl]-4-yl)-3-methyl-1H-imidazol-2(3H)-one